N,N-dimethylmethylammonium C[NH+](C)C